C(C1=CC=CC=C1)OC(NC1CCN(CC1)S(=O)(=O)C1=CC(=CC=C1)Br)=O (1-((3-bromophenyl)sulfonyl)piperidin-4-yl)carbamic acid benzyl ester